BrC1=C(NC=2NN(C=3C2N=CC(C3)=NC(C(=O)O)(CO)C)C)C=CC=C1C1=CC=CC=C1 2-((3-(2-bromo-3-phenylanilino)-1-methylpyrazolo[4,5-b]pyridin-6-ylidene)amino)-2-methyl-3-hydroxypropionic acid